1-(3-(dimethylamino)propyl)-3-((6Z,9Z,28Z,31Z)-heptatriaconta-6,9,28,31-tetraen-19-yl)thiourea CN(CCCNC(=S)NC(CCCCCCCC\C=C/C\C=C/CCCCC)CCCCCCCC\C=C/C\C=C/CCCCC)C